C(C)(C)(C)C#C tertiary butyl-acetylene